2-[[4-(trifluoromethyl)phenyl]methyl]oxirane FC(C1=CC=C(C=C1)CC1OC1)(F)F